BrC1=CC=C(C=C1)/C=C/C(=O)N1CCN(CC1)C(=O)C1=CC2=C(OC(O2)(F)F)C=C1 (E)-3-(4-bromophenyl)-1-(4-(2,2-difluorobenzo[d][1,3]dioxole-5-carbonyl)piperazin-1-yl)prop-2-en-1-one